CC1=C(C=CC=C1C)N1CCN(CC1)C(CN1N=C(C2=C1CCC2)C(=O)N2CC(CCC2)N2CCCC2)=O 1-[4-(2,3-dimethylphenyl)piperazin-1-yl]-2-{3-[3-(pyrrolidin-1-yl)piperidine-1-carbonyl]-5,6-dihydrocyclopenta[c]pyrazol-1(4H)-yl}ethan-1-one